C(=C)C1=CC=C(C=C1)C=1C(=C(C=CC1N)C1=CC=C(C=C1)N)C1=CC=C(C=C1)C=C bis(4-vinylphenyl)biphenyl-4,4'-diamine